C(C)O anti-ethanol